2-amino-9-((2S,4aR,6R,7aS)-2-(((4R,5R)-5-(benzyloxy)-1,2-dithian-4-yl)oxy)-2-sulfidotetrahydro-4H-furo[3,2-d][1,3,2]dioxaphosphinin-6-yl)-1,9-dihydro-6H-purine-6-thione NC=1NC(C=2N=CN(C2N1)[C@H]1C[C@@H]2O[P@](OC[C@H]2O1)(=S)O[C@H]1CSSC[C@@H]1OCC1=CC=CC=C1)=S